2-(3,5-dichloro-4-((2-(1-ethoxyethyl)-1-oxo-1,2,3,4-tetrahydroisoquinolin-6-yl)oxy)phenyl)-3,5-dioxo-2,3,4,5-tetrahydro-1,2,4-triazine-6-carbonitrile ClC=1C=C(C=C(C1OC=1C=C2CCN(C(C2=CC1)=O)C(C)OCC)Cl)N1N=C(C(NC1=O)=O)C#N